C(C(=O)[O-])(=O)[O-].[Ce+3].C(C(=O)[O-])(=O)[O-].C(C(=O)[O-])(=O)[O-].[Ce+3] cerium oxalate salt